2-((2-(4-methylpiperazin-1-yl)pyridin-4-yl)amino)-7H-pyrrolo[2,3-d]pyrimidin CN1CCN(CC1)C1=NC=CC(=C1)NC=1N=CC2=C(N1)NC=C2